NCC1=CC=CC=C1 2-(aminomethyl)-benzene